(R)-methyl 3-(9-((1s,4S)-4-carbamoylcyclohexyl)-8-(2-chloro-4-cyano-6-fluorophenylamino)-9H-purin-2-ylamino)piperidine-1-carboxylate C(N)(=O)C1CCC(CC1)N1C2=NC(=NC=C2N=C1NC1=C(C=C(C=C1F)C#N)Cl)N[C@H]1CN(CCC1)C(=O)OC